5,5,8,8-tetramethyl-N-(5,5,8,8-tetramethyl-5,6,7,8-tetrahydronaphthalen-2-yl)-5,6,7,8-tetrahydronaphtho[2,3-b]thiophene-3-amine CC1(C2=CC3=C(SC=C3NC3=CC=4C(CCC(C4C=C3)(C)C)(C)C)C=C2C(CC1)(C)C)C